ClC=1C(=C(C(=O)O)C(=CC1)Cl)O 3,6-dichloro-2-hydroxybenzoic acid